(3Z)-17,17-dihexyloxy-3-heptadecen-1-ol C(CCCCC)OC(CCCCCCCCCCCC\C=C/CCO)OCCCCCC